FC1(CCC(N(CC1)C1=C(C(=O)O)C=C(C=N1)C(F)(F)F)=O)F 2-(5,5-difluoro-2-oxoazepan-1-yl)-5-(trifluoromethyl)nicotinic acid